CC1=C(C=CC=2C3(CC4(CCN(CC4)C(=O)OC(C)(C)C)OC21)OCCO3)C(=O)OC 1''-tert-butyl 7'-methyl 8'-methyl-3'H-dispiro[1,3-dioxolane-2,4'-[1]benzopyran-2',4''-piperidine]-1'',7'-dicarboxylate